CC1=CC(=NC2=CC=C(C=C12)O)O 4-Methyl-2,6-dihydroxyquinoline